(Z)-3-(benzofuran-5-yl)acrylic acid O1C=CC2=C1C=CC(=C2)\C=C/C(=O)O